2'-chloro-N-[5-(5-hydroxypyridine-2-carbonyl)-4H,5H,6H-pyrrolo[3,4-d][1,3]thiazol-2-yl]-5'-methoxy-6-methyl-[4,4'-bipyridine]-3-carboxamide ClC1=NC=C(C(=C1)C1=C(C=NC(=C1)C)C(=O)NC=1SC2=C(N1)CN(C2)C(=O)C2=NC=C(C=C2)O)OC